C12(CC3CC(CC(C1)C3)C2)C(=O)[O-] adamantanoate